ClC[C@]1([C@H]([C@H]([C@@H](O1)N1C(NC(C(=C1)C)=O)=O)F)O)CO 1-((2R-3R,4R,5R)-5-(chloromethyl)-3-fluoro-4-hydroxy-5-(hydroxymethyl)tetrahydrofuran-2-yl)-5-methylpyrimidine-2,4(1H,3H)-dione